2'-(4,5-Dimethyl-1H-imidazol-2-yl)-5-{[3-(trifluoromethyl)pyrrolidin-1-yl]carbonyl}-3,4'-bipyridin CC=1N=C(NC1C)C1=NC=CC(=C1)C=1C=NC=C(C1)C(=O)N1CC(CC1)C(F)(F)F